FC(C(=O)N1CCC2(CC1)CCN(CC2)C2=C(C=C(C(=C2)OC)[N+](=O)[O-])C=2C=NN(C2)C)(F)F 2,2,2-trifluoro-1-(9-(5-methoxy-2-(1-methyl-1H-pyrazol-4-yl)-4-nitrophenyl)-3,9-diazaspiro[5.5]undec-3-yl)ethan-1-one